3-(((7-(Pyridin-4-yl)-2,3-dihydrofuro[3,2-c]pyridin-4-yl)amino)methyl)-benzoic acid N1=CC=C(C=C1)C=1C2=C(C(=NC1)NCC=1C=C(C(=O)O)C=CC1)CCO2